C1(CC1)C(C)N1C(C=CC2=C1N=C(N=C2)SC)=O 8-(1-Cyclopropylethyl)-2-methylsulfanyl-pyrido[2,3-d]pyrimidin-7-one